O=C(CCCCC(=O)O)N(C1=CC=CC=C1)C1CCN(CC1)CCC1=CC=CC=C1 6-oxo-6-((1-phenethylpiperidin-4-yl)(phenyl)amino)hexanoic acid